(2R,3S)-2-((E)-3-(6-(3-(trifluoromethyl)phenyl)-1H-benzo[d]imidazol-1-yl)prop-1-enyl)piperidin-3-ol dihydrochloride Cl.Cl.FC(C=1C=C(C=CC1)C=1C=CC2=C(N(C=N2)C/C=C/[C@H]2NCCC[C@@H]2O)C1)(F)F